TRANS-(P)-7-FLUORO-N-(ISOXAZOL-3-YL)-1-(2-METHOXY-4-(2-(TRIFLUOROMETHYL)CYCLOPROPYL)PHENYL)-N-(4-METHOXYBENZYL)-2-OXO-1,2-DIHYDROQUINOLINE-6-SULFONAMIDE FC1=C(C=C2C=CC(N(C2=C1)C1=C(C=C(C=C1)[C@H]1[C@@H](C1)C(F)(F)F)OC)=O)S(=O)(=O)N(CC1=CC=C(C=C1)OC)C1=NOC=C1